propylene glycol bis(2-mercapto-propionate) SC(C(=O)OCC(C)OC(C(C)S)=O)C